4-(7-methoxy-1,3-dimethyl-2-oxo-1,2-dihydroquinolin-5-yl)-1-(4-methoxybenzyl)-7-(1-methyl-1H-pyrazol-4-yl)-1,2,3,4-tetrahydroquinoxaline-6-carbonitrile COC1=CC(=C2C=C(C(N(C2=C1)C)=O)C)N1CCN(C2=CC(=C(C=C12)C#N)C=1C=NN(C1)C)CC1=CC=C(C=C1)OC